C(C)NC(=O)NCCCCCCCCCCC N-ethyl-N'-undecylurea